2-(5-bromo-7-methoxy-1-methyl-benzimidazol-2-yl)-1,9-diazatricyclo[6.3.1.04,12]dodeca-2,4(12),5,7-tetraene BrC1=CC2=C(N(C(=N2)C=2N3CCNC4=CC=CC(C2)=C34)C)C(=C1)OC